BrC=1C=C(C=CC1)[C@H](C(=O)NNC(NC)=S)C1CCCCC1 (R)-2-(2-(3-bromophenyl)-2-cyclohexylacetyl)-N-methylhydrazine-1-carbothioamide